(3-fluoro-4-methoxyphenyl)-8-methyl-6-(piperidin-4-yl)imidazo[1,2-a]Pyridine hydrochloride Cl.FC=1C=C(C=CC1OC)C=1N=C2N(C=C(C=C2C)C2CCNCC2)C1